AMINOPROPYL-CARBAZOLE 3-Hydroxybutyrylphosphate OC(CC(=O)OP(=O)(O)O)C.NCCCC1=CC=CC=2C3=CC=CC=C3NC12